OC1=NC(=NC=N1)C1=CC(=CC(=C1)C(C)(C)C)C(C)(C)C 4-hydroxy-(3',5'-di-tert-butylphenyl)-1,3,5-triazine